FC(C(=O)O)(F)F.C(C)(C)OC12CC3(CC(CC(C1)C3)C2)N 3-isopropoxyadamantan-1-amine 2,2,2-trifluoroacetate